ClC=1C=C2C(OCCC=3C=C(C=CC3C3=CC=C(C(NS(C(C1OC)=C2)(=O)=O)=C3)F)F)=O 14-Chloro-5,20-difluoro-15-methoxy-17,17-dioxo-10-oxa-17λ6-thia-18-azatetracyclo[17.3.1.112,16.02,7]tetracosa-1(22),2(7),3,5,12,14,16(24),19(23),20-nonaen-11-one